1,3-bis(2,2-dimethylbutyrylamino)-5-pivaloylaminobenzene CC(C(=O)NC1=CC(=CC(=C1)NC(C(C)(C)C)=O)NC(C(CC)(C)C)=O)(CC)C